C(C1=CC=CC=C1)OC1=CC=C(C=C1)C1(COC1)S 3-(4-(benzyloxy)phenyl)oxetane-3-thiol